(diazomethyl)trisilane [N+](=[N-])=C[SiH2][SiH2][SiH3]